FC1=CN=C(S1)C#C[Si](C)(C)C 5-fluoro-2-((trimethylsilyl)ethynyl)thiazole